1-((R)-1-(2-((R)-1-hydroxyethyl)imidazo[4,5-d]Pyrrolo[2,3-b]Pyridin-1(6H)-yl)pyrrolidin-3-yl)-3-(2,2,2-trifluoroethyl)urea O[C@H](C)C1=NC=2C(=C3C(=NC2)NC=C3)N1N1C[C@@H](CC1)NC(=O)NCC(F)(F)F